2-(4-Methyl-[1,4]diazepan-1-yl)-1,7,11b-triaza-benzo[c]fluorene-6-carboxylic acid (pyridin-3-ylmethyl)-amide N1=CC(=CC=C1)CNC(=O)C1=CC2=C(N3C=4C=CC=CC4N=C13)N=C(C=C2)N2CCN(CCC2)C